1-(thiophen-2-yl)-5-methyl-4-hexen-1-one S1C(=CC=C1)C(CCC=C(C)C)=O